tert-butyl 4-((5-(4-hydroxypiperidin-1-yl)pyridin-2-yl)amino)-1-methyl-7-(1-methyl-1H-pyrrolo[2,3-b]pyridin-4-yl)-3-oxoisoindoline-2-carboxylate OC1CCN(CC1)C=1C=CC(=NC1)NC1=C2C(N(C(C2=C(C=C1)C1=C2C(=NC=C1)N(C=C2)C)C)C(=O)OC(C)(C)C)=O